2'-fluoro-N-(2-methyl-6-(piperidin-1-yl)-2H-indazol-5-yl)-[2,3'-bipyridine] FC1=NC=CC=C1C=1N(CC=CC1)C1=CC2=CN(N=C2C=C1N1CCCCC1)C